6-fluoro-N-(2-(2-methylpyrrolidin-3-yl)thieno[2,3-b]pyridin-4-yl)benzo[d]thiazol-5-amine FC1=CC2=C(N=CS2)C=C1NC1=C2C(=NC=C1)SC(=C2)C2C(NCC2)C